C(CCCC)C1=CC=2C(C3=CC=CC=C3C(C2C=C1)=O)=O 2-amylanthraquinone